2-(1-((2-(benzyloxy)-6-(3,5-dichlorophenyl)pyridin-4-yl)methyl)piperidin-4-yl)acetic acid ethyl ester C(C)OC(CC1CCN(CC1)CC1=CC(=NC(=C1)C1=CC(=CC(=C1)Cl)Cl)OCC1=CC=CC=C1)=O